ClC1=C(C=C(C=C1)N1C[C@@]2(C3=NC(=CC=C31)C(=O)N3C(CN(CC3)C3=NC(=C(C(=O)O)C(=C3)C)C)(C)C)C[C@@H](CC2)OC)F 6-(4-((1s,3r)-1'-(4-chloro-3-fluorophenyl)-3-methoxy-1',2'-dihydrospiro[cyclopentane-1,3'-pyrrolo[3,2-b]pyridine]-5'-carbonyl)-3,3-dimethylpiperazin-1-yl)-2,4-dimethylnicotinic acid